C(C=C)(=O)N1CCN(CC1)C1(CCOCC1)C1=CC=C(C=C1)[C@@H](C)NC=1N=CC2=C(N1)N(C(C=C2)=O)C(C)C 2-{[(1R)-1-{4-[4-(4-acryloylpiperazin-1-yl)tetrahydro-2H-pyran-4-yl]phenyl}ethyl]amino}-8-(propan-2-yl)pyrido[2,3-d]pyrimidin-7(8H)-one